(2R,3R,4R,5S)-3,4,5-tris(benzyloxy)-1-((1-(2-fluorophenyl)piperidin-4-yl)methyl)-2-methylpiperidine C(C1=CC=CC=C1)O[C@@H]1[C@H](N(C[C@@H]([C@H]1OCC1=CC=CC=C1)OCC1=CC=CC=C1)CC1CCN(CC1)C1=C(C=CC=C1)F)C